N-(4-(4-(5-fluoropyrimidin-2-yl)piperazin-1-yl)phenyl)-2-(5-methyl-3-phenylthiophen-2-yl)-2-oxoacetamide FC=1C=NC(=NC1)N1CCN(CC1)C1=CC=C(C=C1)NC(C(=O)C=1SC(=CC1C1=CC=CC=C1)C)=O